hexyl acrylate (hexylacrylate) C(CCCCC)C(C(=O)O)=C.C(C=C)(=O)OCCCCCC